C(CCCCCCC=CCCCCCCCCC)(=O)[O-].[Zn+2].C(CCCCCCC=CCCCCCCCCC)(=O)[O-] zinc 8-octadecenate